C1(=CC=CC=C1)C=1C=C(C=CC1)O M-phenyl-phenol